C[C@@H]1[C@H](CN(CC1)C(=O)OC)C1=CC(=NC=2N1N=C(C2)[C@@H]2CC[C@H](CC2)C(F)(F)F)C methyl (3R,4S)-4-methyl-3-{5-methyl-2-[trans-4-(trifluoromethyl)cyclohexyl]pyrazolo[1,5-a]pyrimidin-7-yl}piperidine-1-carboxylate